6-Chloro-N-[6-(2,2-difluoroethoxy)-5-fluoro-2-methoxypyridin-3-yl]-1H-indol-3-sulfonamid ClC1=CC=C2C(=CNC2=C1)S(=O)(=O)NC=1C(=NC(=C(C1)F)OCC(F)F)OC